COC=1C=C2C(=CC=NC2=CC1)N1CCC(CC1)C(CNNS(=O)=O)C N-(2-(1-(6-methoxyquinolin-4-yl)piperidin-4-yl)propyl)aminosulfonamide